ClC1=C(C=CC=C1)S(=O)(=O)NC1=NC(=C(C=C1)C=1C=C2C(=NC(=NC2=CC1)NC1CCC(CC1)N(C)C)F)OC 2-chloro-N-(5-(2-(((1r,4r)-4-(dimethylamino)cyclohexyl)amino)-fluoroquinazolin-6-yl)-6-methoxypyridin-2-yl)benzenesulfonamide